NC=1C(=C2N(N=C(C(=C2)C)N2CCCC2)C1C1=C(C(=CC=C1C)OC)C)C#N 6-amino-7-(3-methoxy-2,6-dimethylphenyl)-3-methyl-2-(pyrrolidin-1-yl)pyrrolo[1,2-b]pyridazine-5-carbonitrile